C[C@H]1N(CCOC1)C1=CC(NC(=C1)N1C(COCC1)C)=O 4-[(3R)-3-methylmorpholin-4-yl]-6-(3-methylmorpholin-4-yl)-1H-pyridin-2-one